amino hydrogen sulphate S(=O)(=O)(ON)O